[O-]O.C(C)(C)C1=CC(=CC=C1)C(C)C 1,3-diisopropylbenzene monohydroperoxide